COCCN1C(C=2C=C(C(=NC2C=C1)C)C(=O)NCC=1OC(=CC1)C)=O 6-(2-methoxyethyl)-2-methyl-N-((5-methylfuran-2-yl)methyl)-5-oxo-5,6-dihydro-1,6-naphthyridine-3-carboxamide